N-(4-(6-Amino-5-cyanopyrimidin-4-yl)-2-((4-fluorophenyl)methoxy)phenyl)-1,1-difluoromethanesulfonamide NC1=C(C(=NC=N1)C1=CC(=C(C=C1)NS(=O)(=O)C(F)F)OCC1=CC=C(C=C1)F)C#N